COCCOCC1=CC(=NC=C1)\C(\C)=N\NC(N(C)C)=S (E)-2-(1-(4-((2-methoxyethoxy)methyl)pyridin-2-yl)ethylidene)-N,N-dimethylhydrazine-1-carbothioamide